CN([C@H]1C[C@H](C1)C(CC)S(=O)(=O)N)C=1C2=C(N=CN1)N(C=C2)S(=O)(=O)C2=CC=C(C)C=C2 (cis-3-(methyl-(7-tosyl-7H-pyrrolo[2,3-d]pyrimidin-4-yl)amino)cyclobutyl)propane-1-sulfonamide